(S)-3-(((1-benzylcyclohexyl)methyl)amino)-N-((5,6-dihydro-4H-thieno[2,3-c]pyrrol-2-yl)methyl)-4-oxo-4,6,7,8-tetrahydropyrrolo[1,2-a]pyrazine-6-carboxamide trifluoroacetate FC(C(=O)O)(F)F.C(C1=CC=CC=C1)C1(CCCCC1)CNC1=NC=C2N(C1=O)[C@@H](CC2)C(=O)NCC2=CC1=C(CNC1)S2